(2S)-1-[2-[4-[3-isoquinolyl(methyl)amino]-1-piperidyl]acetyl]pyrrolidine-2-carbonitrile C1=NC(=CC2=CC=CC=C12)N(C1CCN(CC1)CC(=O)N1[C@@H](CCC1)C#N)C